2-[(4-{4-[3-(dimethylamino)azetidin-1-yl]piperidin-1-yl}phenyl)amino]-8-phenyl-5-[2-(triisopropylsilyl)ethynyl]pyrido[2,3-d]pyrimidin-7-one CN(C1CN(C1)C1CCN(CC1)C1=CC=C(C=C1)NC=1N=CC2=C(N1)N(C(C=C2C#C[Si](C(C)C)(C(C)C)C(C)C)=O)C2=CC=CC=C2)C